ClC=1C2=C(N=CN1)N1C(=C2C2=CC(=C(C=C2)OC2=NC(=CC=C2)C)F)N(CC1)C1=C(OCCN(C)C)C(=CC=C1)[N+](=O)[O-] 2-(2-(4-chloro-5-(3-fluoro-4-((6-methylpyridin-2-yl)oxy)phenyl)-7,8-dihydro-6H-imidazo[1',2':1,5]pyrrolo[2,3-d]pyrimidin-6-yl)-6-nitrophenoxy)-N,N-Dimethylethane-1-amine